FC(OC/C=C/C1=CC=CC=C1)F (E)-(3-(difluoromethoxy)prop-1-en-1-yl)benzene